tert-butyl 4-(5-morpholino-1-((2-(trimethylsilyl)ethoxy)methyl)-1H-pyrazolo[3,4-b]pyridin-3-yl)-3,6-dihydropyridine-1(2H)-carboxylate O1CCN(CC1)C=1C=C2C(=NC1)N(N=C2C=2CCN(CC2)C(=O)OC(C)(C)C)COCC[Si](C)(C)C